4-hydroxyphenyl-(o-methylbenzyl)methylsulfonium hexafluoroarsenate F[As-](F)(F)(F)(F)F.OC1=CC=C(C=C1)[S+](C)CC1=C(C=CC=C1)C